(S)-4-(3-fluorobenzyl)-N-(7-hydroxy-5-methyl-4-oxo-2,3,4,5-tetrahydrobenzo[b][1,4]oxazepin-3-yl)-1H-pyrazole-1-carboxamide FC=1C=C(CC=2C=NN(C2)C(=O)N[C@@H]2C(N(C3=C(OC2)C=CC(=C3)O)C)=O)C=CC1